6-((1-acetylpiperidin-4-yl)amino)-N-((1S,3S,4R)-3-(3,4-dihydroisoquinolin-2(1H)-yl)-4-hydroxycyclopentyl)pyrimidine-4-carboxamide C(C)(=O)N1CCC(CC1)NC1=CC(=NC=N1)C(=O)N[C@H]1C[C@@H]([C@@H](C1)O)N1CC2=CC=CC=C2CC1